C(C)(C)C1=CC=C(\C=C/2\C(N(C(C2)=O)C(CCCCCC[NH-])O)=O)C=C1 (E)-7-(3-(4-isopropylbenzylidene)-2,5-dioxopyrrolidinyl)-N-hydroxyheptylamide